S(=O)(=O)(O)C(CCC1=CNC=2C3=C(C=CC12)C1=CC=CC=C1C=C3)S(=O)(=O)O di-sulfopropyl-naphthoindole